2-[3-(Methylamino)-1-(thiophen-2-yl)propyl]naphthalen-1-ol CNCCC(C=1SC=CC1)C1=C(C2=CC=CC=C2C=C1)O